CN[C@@H](C)C(=O)OC(C)(C)C tert-butyl N-methyl-L-alaninate